triazapentacyclo[9.8.1.0^{2,10}.0^{3,8}.0^{14,19}]icosa-3(8),4,6,9,14(19),15,17-heptaen-13-one N12N3C=4N=CC=CC4C=C3C(CC(C=3C=CC=CC31)=O)C2